5-methoxy-6-(trifluoromethyl)-2,3-dihydro-1H-pyrrolo[3,2-b]pyridine COC1=C(C=C2C(=N1)CCN2)C(F)(F)F